tert-Butyl 6-methyl-4-((trimethylsilyl)oxy)-5,6-dihydropyridine-1(2H)-carboxylate CC1CC(=CCN1C(=O)OC(C)(C)C)O[Si](C)(C)C